NC1=CC=CC(=N1)S(=O)(=O)NC(=O)C=1C(=NC(=CC1)C1=CC(=CC(=C1)OCC(C)C)F)OC(C)C1CCCC1 N-[(6-Amino-2-pyridyl)sulfonyl]-2-(1-cyclopentylethoxy)-6-(3-fluoro-5-isobutoxyphenyl)pyridin-3-carboxamid